ethyl 2-(1-((1r,4r)-4-(cyanomethyl)cyclohexyl)-6-(phenylsulfonyl)-1,6-dihydroimidazo[4,5-d]pyrrolo[2,3-b]pyridin-2-yl)acetate C(#N)CC1CCC(CC1)N1C(=NC=2C1=C1C(=NC2)N(C=C1)S(=O)(=O)C1=CC=CC=C1)CC(=O)OCC